COC(C1=CC=CC=C1)=O.C(CCCC)OC1=CC=C(C=C1)C=1C(=CC=CC1)C1=CC=CC=C1 p-pentoxy-terphenyl methyl-benzoate